COC1=CC=C(C=C1)\C(=N\NC1=CC=CC=C1)\C1=CC=CC=C1 (E)-1-((4-methoxyphenyl)(phenyl)methylene)-2-phenylhydrazine